5-chloro-2,4-dioxol ClC=1OCOC1